N-(3,5-dichloropyridin-4-yl)-3-cyclopentyloxy-4-difluoromethoxybenzamide ClC=1C=NC=C(C1NC(C1=CC(=C(C=C1)OC(F)F)OC1CCCC1)=O)Cl